5-methoxy-3-(pyridin-2-ylmethyl)-1H-indole COC=1C=C2C(=CNC2=CC1)CC1=NC=CC=C1